4-cyano-2-(4,4,5,5-tetramethyl-1,3,2-dioxaborolan-2-yl)benzyl acetate C(C)(=O)OCC1=C(C=C(C=C1)C#N)B1OC(C(O1)(C)C)(C)C